NCCN(C(C)C)C(C)C (2-aminoethyl)diisopropylamine